C(C)C1=CC=C2C=CNC2=C1 6-ethyl-indole